4-(1H-benzo[d]imidazol-1-yl)-N-methylthiophene-2-carboxamide N1(C=NC2=C1C=CC=C2)C=2C=C(SC2)C(=O)NC